3-(4-(oxazol-2-yl)benzyl)pyrimidine-2,4(1H,3H)-dione O1C(=NC=C1)C1=CC=C(CN2C(NC=CC2=O)=O)C=C1